O=C1N(CCC(N1)=O)N1C(C2=CC=C(C=C2C1=O)CN1CCC(CC1)C=1C2=C(N=CN1)SC(=C2)C)=O 2-(2,4-dioxotetrahydropyrimidin-1(2H)-yl)-5-((4-(6-methylthieno[2,3-d]pyrimidin-4-yl)piperidin-1-yl)methyl)isoindoline-1,3-dione